C1(=CC=CCC1)[Ru] Cyclohexadienyl-ruthenium